n-nonyl acetate CCCCCCCCCOC(=O)C